6-(1-(2,2-difluoroethyl)-4-(3-(trifluoro-methoxy)phenyl)-1H-imidazol-5-yl)imidazo[1,2-b]pyridazine-3-carbonitrile FC(CN1C=NC(=C1C=1C=CC=2N(N1)C(=CN2)C#N)C2=CC(=CC=C2)OC(F)(F)F)F